2-[6-amino-5-[[(3S)-1-[4-[4-(3-piperazin-1-ylpropyl)piperazin-1-yl]phenyl]-3-piperidyl]oxy]pyridazin-3-yl]phenol NC1=C(C=C(N=N1)C1=C(C=CC=C1)O)O[C@@H]1CN(CCC1)C1=CC=C(C=C1)N1CCN(CC1)CCCN1CCNCC1